OC[C@@H](C)NC(=O)C1=NC(=C(C=C1)OC1=CC=C(C=C1)C(F)(F)F)N1CCCCC1 N-[(2R)-1-Hydroxypropan-2-yl]-6-(piperidin-1-yl)-5-[4-(trifluoromethyl)phenoxy]pyridine-2-carboxamide